7-methyl-4-morpholino-6-(pyridin-2-yl)-2-(3-(m-tolyl)-1H-pyrazol-1-yl)furo[3,2-d]pyrimidine CC1=C(OC2=C1N=C(N=C2N2CCOCC2)N2N=C(C=C2)C=2C=C(C=CC2)C)C2=NC=CC=C2